ClC1=C(C#N)C=C(C=C1)N1N=NN=C1CN(C(C)C)C1CCCCC1 2-chloro-5-(5-((cyclohexyl-(isopropyl)amino)methyl)-1H-tetrazol-1-yl)benzonitrile